ClC=1C(=NC=CC1C1=NC(=C(C=C1)CN1CC(C1)O)OC)C=1C(=C(C=CC1)NC(C1=NC=C(C=C1)CN1CC(C1)O)=O)C N-(3-(3'-chloro-5-((3-hydroxyazetidin-1-yl)methyl)-6-methoxy-[2,4'-bipyridin]-2'-yl)-2-methylphenyl)-5-((3-hydroxyazetidin-1-yl)methyl)picolinamide